C(C)(=O)C1=CC=CC(=N1)C=1CCN(CC1)C(=O)[O-] 6-Acetyl-3',6'-dihydro-[2,4'-bipyridine]-1'(2'H)-carboxylate